Gold-Germanium-Silicon [Si].[Ge].[Au]